CC1(C(C1)C(=O)OCCC(C)CCC=C(C)C)C Citronellyl 2,2-dimethylcyclopropanecarboxylate